P(OCCCCCCCCCCCCCCCCCC)(OCO[C@@H](CN1C2=NC=NC(=C2N=C1)N)C)=O.[NH4+] ammonium octadecyl (R)-(((1-(6-amino-9H-purin-9-yl) propan-2-yl) oxy) methyl) phosphonate